C(C)(C)(C)OC(=O)N1CCN(CC1)CCNC(NC=1C=C2C(=CN1)N(C(=C2)C=2C(=NC=C(C2OC)F)OC)C)=O 4-[2-([[2-(5-fluoro-2,4-dimethoxypyridin-3-yl)-1-methylpyrrolo[2,3-c]pyridin-5-yl]carbamoyl]amino)ethyl]piperazine-1-carboxylic acid tert-butyl ester